N-((6-bromo-2-(2,6-dioxopiperidin-3-yl)-1-oxoisoindolin-5-yl)methyl)-4,9-dioxo-4,9-dihydronaphtho[2,3-b]furan-2-carboxamide BrC1=C(C=C2CN(C(C2=C1)=O)C1C(NC(CC1)=O)=O)CNC(=O)C1=CC2=C(O1)C(C1=CC=CC=C1C2=O)=O